2-(5-iodo-2-oxo-2,3-dihydro-1H-indol-1-yl)acetamide IC=1C=C2CC(N(C2=CC1)CC(=O)N)=O